FC=1C=C(C=CC1)C1=CC(=CC=C1)C[C@@H]1N(CC[C@@H]1NS(=O)(=O)CC)C(C(C)(C)O)=O N-((2S,3S)-2-((3'-fluorobiphenyl-3-yl)methyl)-1-(2-hydroxy-2-methylpropanoyl)pyrrolidin-3-yl)ethanesulfonamide